allyl-6-hydroxyhexylether C(C=C)C(CCCCCOCCCCCC(CC=C)O)O